(E)-3-benzyl-5-phenyl-N-(quinolin-8-yl)pent-4-ylamide C(C1=CC=CC=C1)C=1C=C(C=CC1)C(C(CCC)[NH-])C=1C=CC=C2C=CC=NC12